O=C1NC=2N(C3=C(N2)C=CC=C3)C1(C(F)(F)F)[NH-] N-(2-oxo-3-(trifluoromethyl)-2,3-dihydro-1H-benzo[d]imidazo[1,2-a]imidazol-3-yl)amide